O=C1NC(CCC1N1C(C2=CC=C(C=C2C1=O)C1(CCN(CC1)C1CCC(CC1)C#N)O)=O)=O 4-(4-(2-(2,6-dioxopiperidin-3-yl)-1,3-dioxoisoindolin-5-yl)-4-hydroxypiperidin-1-yl)cyclohexane-1-carbonitrile